C1(CC1)CN1C(=CC2=CC=CC=C12)C1=NC2=C(N1CC=1C=NN(C1)C=1C(=NC=CC1)OC)C(=CC(=C2)C(=O)N2C1CCC(C2)[C@H]1N)OC (7R)-2-{2-[1-(cyclopropylmethyl)-1H-indol-2-yl]-7-methoxy-1-{[1-(2-methoxypyridin-3-yl)-1H-pyrazol-4-yl]methyl}-1H-1,3-benzodiazole-5-carbonyl}-2-azabicyclo[2.2.1]heptan-7-amine